Tert-butyl (S)-4-amino-3-((tetrahydrofuran-3-yl)amino)benzoate NC1=C(C=C(C(=O)OC(C)(C)C)C=C1)N[C@@H]1COCC1